C(CCCCC\C=C/CCCC)=O (Z)-7-dodecenal